2-bromo-6-(cyclopentyloxy)pyrazine BrC1=NC(=CN=C1)OC1CCCC1